FCCOC1=CC=C(C(=N1)OC)[N+](=O)[O-] 6-(2-Fluoroethoxy)-2-methoxy-3-nitropyridine